zinc-titanium-copper [Cu].[Ti].[Zn]